C(C1=CC=CC=C1)N1[C@@H](CC(C[C@@H]1C)(N)C1=C(C(=CC=C1)Cl)C)C (rac)-(2R,6s)-1-benzyl-4-(3-chloro-2-methylphenyl)-2,6-dimethylpiperidin-4-amine